CN1C(N(C2=C1C(=CC=C2)C2CC(C2)=O)C2C(NC(CC2)=O)=O)=O 3-(3-methyl-2-oxo-4-(3-oxocyclobutyl)-2,3-dihydro-1H-benzo[d]imidazol-1-yl)piperidine-2,6-dione